CC(C)C(=[OH+])C(C)C Isobutyronium